Triphenylphosphine Dichloride [Cl-].[Cl-].C1(=CC=CC=C1)P(C1=CC=CC=C1)C1=CC=CC=C1